C(C=1C(O)=CC=C(O)C1)(=O)[O-] gentisic acid anion